ethyl (3,3,3-triFluoropropyl) sulfate S(=O)(=O)(OCC)OCCC(F)(F)F